ClC=1C(=NC(=NC1)NC=1C(=NC=2CCN(CC2C1)C)OC)NCC(CC(=O)O)(C)C 4-((5-Chloro-2-((2-methoxy-6-methyl-5,6,7,8-tetrahydro-1,6-naphthyridin-3-yl)amino)pyrimidine-4-yl)amino)-3,3-dimethylbutanoic acid